C(C)OC1=NC2=C(N1C)C=C(C=C2)C(=O)O ethoxy-1-methyl-1H-benzo[d]imidazole-6-carboxylic acid